1-tert-Butoxycarbonyl-4-((3-chloro-4-fluorophenyl)amino)-1H-pyrrolo[2,3-b]pyridine-2-carboxylic acid ethyl ester C(C)OC(=O)C1=CC=2C(=NC=CC2NC2=CC(=C(C=C2)F)Cl)N1C(=O)OC(C)(C)C